COC1=C(CNC2=NC=3C(=CC=CC3C=3N2N=C(N3)[C@H]3N(C[C@H](C3)F)C(=O)OC(C)(C)C)OC)C=CC(=C1)OC tert-butyl (2S,4S)-2-(5-((2,4-dimethoxybenzyl)amino)-7-methoxy-[1,2,4]triazolo[1,5-c]quinazolin-2-yl)-4-fluoropyrrolidine-1-carboxylate